5-(Cyclohexanesulfinyl)-8-ethyl-2-(3-methyl-1-benzothien-2-yl)quinoline-4-carboxylic acid sodium [Na].C1(CCCCC1)S(=O)C1=C2C(=CC(=NC2=C(C=C1)CC)C=1SC2=C(C1C)C=CC=C2)C(=O)O